bis[4-(2,3,5,6-tetrafluoro-4-vinylphenoxy)-3-aminophenyl]propane FC1=C(OC2=C(C=C(C=C2)C(C)(C)C2=CC(=C(C=C2)OC2=C(C(=C(C(=C2F)F)C=C)F)F)N)N)C(=C(C(=C1F)C=C)F)F